2-hydroxy-1-(morpholin-4-yl)propan OC(CN1CCOCC1)C